C(C1=CC=CC=C1)OC=1C(=C(C=2CC(CCC2C1)CNCCCC)F)N1CC(NS1(=O)=O)=O 5-{3-(benzyloxy)-7-[(butylamino)methyl]-1-fluoro-5,6,7,8-tetrahydronaphthalen-2-yl}-1λ6,2,5-thiadiazolidine-1,1,3-trione